C(C1=CC=CC=C1)OC1=CC2=C(C3=C(C(C=C(N3CC2)OCC2OC(CC2)(C)C)=O)C)C=C1 9-benzyloxy-4-[(5,5-dimethyltetrahydrofuran-2-yl)methoxy]-1-methyl-6,7-dihydrobenzo[a]quinolizin-2-one